FC=1C=C(CN2N=CC(=C2)CNC2=NC=3N([C@H](C(NC3C=N2)=O)C)C)C=CC1F (7S)-2-(((1-(3,4-difluorobenzyl)-1H-pyrazol-4-yl)methyl)amino)-7,8-dimethyl-7,8-dihydropteridin-6(5H)-one